N-((3S,5R,8R,9S,10S,13R,14S,17R)-14-hydroxy-10,13-dimethyl-17-(2-oxo-2H-pyran-5-yl)hexadecahydro-1H-cyclopenta[a]phenanthren-3-yl)-1,4-diazepane-1-carboxamide O[C@]12[C@@H]3CC[C@@H]4C[C@H](CC[C@@]4([C@H]3CC[C@@]2([C@H](CC1)C=1C=CC(OC1)=O)C)C)NC(=O)N1CCNCCC1